5-(((1S,3'R,4'S,5'S,6'R)-5-Chloro-3',4',5'-trihydroxy-6'-methyl-3',4',5',6'-tetrahydro-3H-spiro[isobenzofuran-1,2'-pyran]-6-yl)methyl)-thiophen ClC=1C=C2CO[C@]3(O[C@@H]([C@H]([C@@H]([C@H]3O)O)O)C)C2=CC1CC1=CC=CS1